Cl.ClC1=CC=C(C[C@H]2CO[C@H](CN2C2CCC(CC2)C2=NN(C(=C2)C)C)C(=O)NCCCCCC2=C3C(N(CC3=CC=C2)C2C(NC(CC2)=O)=O)=O)C=C1 (2R,5S)-5-(4-chlorobenzyl)-4-(4-(1,5-dimethyl-1H-pyrazol-3-yl)cyclohexyl)-N-(5-(2-(2,6-dioxopiperidin-3-yl)-3-oxoisoindolin-4-yl)pentyl)morpholine-2-carboxamide hydrochloride